FC=1C=CC=2C3=C(NC(C2C1)=O)COCC3N(C(=O)[C@H]3NC1=CC=CC=C1C3)C (2S)-N-(8-fluoro-6-oxo-1,4,5,6-tetrahydro-2H-pyrano[3,4-c]isoquinolin-1-yl)-N-methylindoline-2-carboxamide